BrC1=CC(=C(C(=C1)NC[C@H]1OCCC1)NC(CCl)=O)F (S)-N-(4-bromo-2-fluoro-6-((oxolan-2-ylmethyl)amino)phenyl)-2-chloroacetamide